5-(6-Bromo-5-fluoro-1H-indazol-3-yl)-2-fluoro-3-(trifluoromethyl)phenol BrC1=C(C=C2C(=NNC2=C1)C=1C=C(C(=C(C1)O)F)C(F)(F)F)F